3-(5-(1-(Difluoromethyl)-5-(3-fluoro-4-methoxyphenyl)-1H-pyrazol-4-yl)-1-oxoisoindolin-2-yl)piperidine-2,6-dione FC(N1N=CC(=C1C1=CC(=C(C=C1)OC)F)C=1C=C2CN(C(C2=CC1)=O)C1C(NC(CC1)=O)=O)F